N-(2-phenylprop-2-yl)benzo[d]isothiazol-3-amine C1(=CC=CC=C1)C(C)(C)NC1=NSC2=C1C=CC=C2